N[C@@](CN1CC(C1)OC1=C(C2=C([C@H]3[C@@H](B(O2)O)C3)C=C1)C(=O)O)(C(=O)NCC(=O)N)C (1aS,7bR)-5-[(1-{(2S)-2-amino-3-[(2-amino-2-oxoethyl)amino]-2-methyl-3-oxopropyl}azetidin-3-yl)oxy]-2-hydroxy-1,1a,2,7b-tetrahydrocyclopropa[c][1,2]benzoxaborinine-4-carboxylic acid